FC1=C(C=C2CN(C(C2=C1)=O)C1C(NC(CC1)=O)=O)N1CCNCC1 3-[6-Fluoro-1-oxo-5-(piperazin-1-yl)-3H-isoindol-2-yl]piperidine-2,6-dione